N2-(3-fluoro-5-((1-methylpiperidin-4-yl)methyl)phenyl)-N4-(8-methylcinnolin-4-yl)pyrimidine-2,4-diamine FC=1C=C(C=C(C1)CC1CCN(CC1)C)NC1=NC=CC(=N1)NC1=CN=NC2=C(C=CC=C12)C